C(CC(C)C)[NH+](CCC(C)C)CCC(C)C triisopentyl-ammonium